1,1'-(Decane-1,10-diyl)bis{3-amino-4-[(E)-4-(diethylamino)styryl]pyridin-1-ium} dibromide [Br-].[Br-].C(CCCCCCCCC[N+]1=CC(=C(C=C1)\C=C\C1=CC=C(C=C1)N(CC)CC)N)[N+]1=CC(=C(C=C1)\C=C\C1=CC=C(C=C1)N(CC)CC)N